OCC(C=O)(C)C 3-Hydroxy-pivalaldehyd